methyl 2-(3-methoxyquinoxalin-6-yl)-3-oxobutanoate COC=1C=NC2=CC=C(C=C2N1)C(C(=O)OC)C(C)=O